(3-(propan-2-yl)phenoxy)propanoate CC(C)C=1C=C(OC(C(=O)[O-])C)C=CC1